C(C1=CC=CC=C1)NC(=O)C=1N(C(N2C1CN(CC2)C(C2=CC(=C(C=C2)Br)Cl)=O)=O)C=2C=C1C=NN(C1=CC2)C N-benzyl-7-(4-bromo-3-chloro-benzoyl)-2-(1-methylindazol-5-yl)-3-oxo-6,8-dihydro-5H-imidazo[1,5-a]pyrazine-1-carboxamide